CC1=C(C(=CC=C1)C)C1=CNC(C2=CC(=CC=C12)OCC#N)=O 2-((4-(2,6-dimethylphenyl)-1-oxo-1,2-dihydroisoquinolin-7-yl)oxy)acetonitrile